bis(N,N-dimethylaminoethoxyethyl)carbamate CN(C)CCOCCN(C([O-])=O)CCOCCN(C)C